(4-Fluoro-2-(3-fluorophenyl)pyrrolidin-1-yl)(3-(phenoxymethyl)-bicyclo[1.1.1]pentan-1-yl)methanone FC1CC(N(C1)C(=O)C12CC(C1)(C2)COC2=CC=CC=C2)C2=CC(=CC=C2)F